C(C)OC(=O)C1=CC=2C(=C(N=NC2)Cl)N(C1=O)C.CC1=CC=C(C=C1)S(=O)(=O)C=CCNCCC(=O)N1CCCC1 3-{[(4-methylphenyl)sulfonyl]prop-2-enylamino}-1-pyrrolidinyl-propan-1-one ethyl-8-chloro-1-methyl-2-oxo-1,2-dihydropyrido[2,3-d]pyridazine-3-carboxylate